O1C(=CC=C1)\C=N\OC=O ({(E)-[(furan-2-yl)methylene]amino}oxy)methanone